(R)-N-(3-cyclopropyl-1H-pyrazol-5-yl)-1-(4-fluoro-3-methylphenyl)-5-oxopyrrolidine-3-carboxamide C1(CC1)C1=NNC(=C1)NC(=O)[C@H]1CN(C(C1)=O)C1=CC(=C(C=C1)F)C